COC1=C(C(=O)O)C=CC(=C1)OC 2,4-Dimethoxybenzoic acid